3-[[3-fluoro-2-(methylsulfonylmethyl)-4-pyridinyl]methyl]-7-[(3-fluoro-2-pyridinyl)oxy]-4-methyl-chromen-2-one FC=1C(=NC=CC1CC=1C(OC2=CC(=CC=C2C1C)OC1=NC=CC=C1F)=O)CS(=O)(=O)C